(2-fluoro-4-((R)-1-((S)-2-oxo-4-(trifluoromethyl)imidazolidin-1-yl)ethyl)phenyl)ammonia FC1=C(C=CC(=C1)[C@@H](C)N1C(N[C@@H](C1)C(F)(F)F)=O)N